4-(3-pyridyl)coumarin N1=CC(=CC=C1)C1=CC(OC2=CC=CC=C12)=O